5-hydroxy-6-methylpyrimidine OC=1C=NC=NC1C